ClC=1N=CC=2N(C1)C(=CN2)C2=NC=CC(=N2)N2CC1N(CC2)C(CCC1)=O 2-(2-(6-Chloroimidazo[1,2-a]pyrazin-3-yl)pyrimidin-4-yl)octahydro-6H-pyrido[1,2-a]pyrazin-6-one